OC1=CC=C(C=C1)CCNC(C(=O)O)C=O ((4-hydroxyphenylethyl)amino)-3-oxo-propionic acid